C(C)(=O)P monoacetylphosphine